tert-butyl 4-(5-(1-(4-bromophenyl)-2,2,2-trifluoro-1-hydroxyethyl)pyrimidin-2-yl)piperazine-1-carboxylate BrC1=CC=C(C=C1)C(C(F)(F)F)(O)C=1C=NC(=NC1)N1CCN(CC1)C(=O)OC(C)(C)C